(1S,2S,3S,5R)-3-((4-chlorophenyl)sulfinyl)-5-((E)-4-hydrazineylidene-4,7-dihydro-1H-pyrazolo[3,4-d]pyrimidin-1-yl)cyclopentane-1,2-diol ClC1=CC=C(C=C1)S(=O)[C@@H]1[C@H]([C@H]([C@@H](C1)N1N=CC\2=C1NC=N/C2=N/N)O)O